C(C1=CC=CC=C1)C1=C(C(C=C1)([Zr]CCCC)CC1=CC=CC=C1)CC1=CC=CC=C1 trisbenzyl-normal-butylcyclopentadienyl-zirconium